(S)-2-amino-6-borono-2-((1S,3R)-3-(3-(4-(trifluoromethyl)phenyl)propylamino)cyclobutyl)hexanoic acid N[C@@](C(=O)O)(CCCCB(O)O)C1CC(C1)NCCCC1=CC=C(C=C1)C(F)(F)F